Cl[Si](C)(C)CCCCl chloro-(3-chloropropyl)dimethylsilane